ClC=1C=C(C=2N(N1)C=CN2)[C@@H]2[C@H](C2)C2=CC=C1C3(C(N(C1=C2)CC(C(F)F)(F)F)=O)CC3 6'-((1S,2S)-2-(6-chloroimidazo[1,2-b]pyridazin-8-yl)cyclopropyl)-1'-(2,2,3,3-tetrafluoropropyl)spiro[cyclopropane-1,3'-indolin]-2'-one